COC=1C=C2CCN(CC2=CC1NC1=NC=C2C(=N1)N(N=C2)C[C@H]2C[C@H](C2)NC(OC(C)(C)C)=O)C cis-tert-butyl (3-((6-((6-methoxy-2-methyl-1,2,3,4-tetrahydroisoquinolin-7-yl)amino)-1H-pyrazolo[3,4-d]pyrimidin-1-yl)methyl)cyclobutyl)carbamate